N1N=NN=C1/C=C/C1=CNC2=CC(=CC=C12)F (E)-3-(2-(1H-tetrazole-5-yl)vinyl)-6-fluoro-1H-indole